C(C)(C)(C)C1=CC=C(C=C1)C1=NC(=NN1C(C)C)CN1CC2C(C1)CCC2 2-((5-(4-(tert-butyl)phenyl)-1-isopropyl-1H-1,2,4-triazol-3-yl)methyl)octahydrocyclopenta[c]pyrrole